3-(3-(3,5-dimethyl-1H-pyrazol-4-yl)propoxy)-4-fluorobenzoic acid CC1=NNC(=C1CCCOC=1C=C(C(=O)O)C=CC1F)C